O=C1NC(CCC1N1CC2=CC=C(C=C2C1=O)CNC(OCCC1C(C1)(F)F)=O)=O 2-(2,2-difluorocyclopropyl)ethyl N-{[2-(2,6-dioxopiperidin-3-yl)-3-oxo-2,3-dihydro-1H-isoindol-5-yl]methyl}carbamate